ClC=1C(N(N=CC1N1CC=2N=CN=C(C2CC1)OC1=C(C=CC=C1)C(F)F)C1OCCCC1)=O 4-Chloro-5-[4-[2-(difluoromethyl)phenoxy]-5H,6H,7H,8H-pyrido[3,4-d]pyrimidin-7-yl]-2-(oxan-2-yl)-2,3-dihydropyridazin-3-one